tert-butyl 3-(4-chloro-3-fluorobenzyl)-2-oxopiperidine-1-carboxylate ClC1=C(C=C(CC2C(N(CCC2)C(=O)OC(C)(C)C)=O)C=C1)F